N-{3-Methoxy-4-[3-(quinazolin-2-ylamino)-pyrrolidine-1-carbonyl]-phenyl}-acrylamide COC=1C=C(C=CC1C(=O)N1CC(CC1)NC1=NC2=CC=CC=C2C=N1)NC(C=C)=O